dicyan ammonium dihydrogen phosphate aluminum salt [Al].P(=O)(O)(O)[O-].[NH4+].N#CC#N